C(C)C(C(=O)[O-])(CCCC)CC.C(C)C(C(=O)[O-])(CCCC)CC.C(CCC)[Sn+2]CCCC dibutyltin di(ethyl-ethylhexanoate)